5-cyano-N-(3-(furan-3-yl)-1H-pyrazolo[3,4-c]pyridin-5-yl)-3-methylpicolinamide C(#N)C=1C=C(C(=NC1)C(=O)NC=1C=C2C(=CN1)NN=C2C2=COC=C2)C